(Z)-N'-hydroxy-6-methyl-4-((tetrahydro-2H-pyran-4-yl)methyl)picolinimidamide O\N=C(\C1=NC(=CC(=C1)CC1CCOCC1)C)/N